2-(((S)-3-(5-chloro-2-methylphenyl)-3-(4-isopropylpiperazin-1-yl)propyl)(methyl)amino)-2-(4-fluoro-3-methyl-2-(1-(2,2,2-trifluoroethyl)piperidin-4-yl)phenyl)acetic acid ClC=1C=CC(=C(C1)[C@H](CCN(C(C(=O)O)C1=C(C(=C(C=C1)F)C)C1CCN(CC1)CC(F)(F)F)C)N1CCN(CC1)C(C)C)C